7-(((S)-1-((2S,4R)-2-(((R)-1-(4-chlorophenyl)-2-hydroxyethyl)carbamoyl)-4-hydroxypyrrolidin-1-yl)-3,3-dimethyl-1-oxobutan-2-yl)amino)-7-oxoheptanoic acid ClC1=CC=C(C=C1)[C@H](CO)NC(=O)[C@H]1N(C[C@@H](C1)O)C([C@H](C(C)(C)C)NC(CCCCCC(=O)O)=O)=O